((2R,6R)-4-(2-fluoro-4-methoxybenzoyl)-2,6-dimethylpiperazin-1-yl)(3-hydroxy-4-methylphenyl)methanone FC1=C(C(=O)N2C[C@H](N([C@@H](C2)C)C(=O)C2=CC(=C(C=C2)C)O)C)C=CC(=C1)OC